2-((5-((1-(methylsulfonyl)piperidin-4-yl)methoxy)-4-oxo-4H-pyran-2-yl)methyl)isoindoline-2-oxide CS(=O)(=O)N1CCC(CC1)COC=1C(C=C(OC1)C[N+]1(CC2=CC=CC=C2C1)[O-])=O